N-(7-(hydroxyamino)-7-oxoheptyl)-5-(pyridin-2-yl)-1,3,4,5-tetrahydro-2H-pyrido[4,3-b]indole-2-carboxamide ONC(CCCCCCNC(=O)N1CC2=C(N(C=3C=CC=CC23)C2=NC=CC=C2)CC1)=O